4-((2-(2,6-dioxopiperidin-3-yl)-4-fluoro-1-oxoisoindoline-5-yl)methyl)piperazine O=C1NC(CCC1N1C(C2=CC=C(C(=C2C1)F)CN1CCNCC1)=O)=O